O=C1[N-]C2=CSC=3N=CC=C(N1)C32 4-oxo-4,5-dihydro-1-thia-3,5,8-triazaacenaphthylen-3-ide